3-[(1R)-1-({3-chloro-6-[2-(dimethylphosphoryl)pyrimidin-5-yl]-7-fluoroquinolin-4-yl}amino)ethyl]-4-fluorobenzonitrile ClC=1C=NC2=CC(=C(C=C2C1N[C@H](C)C=1C=C(C#N)C=CC1F)C=1C=NC(=NC1)P(=O)(C)C)F